4-chloro-3-(7,7-difluoro-2-azaspiro[3.3]heptan-2-yl)-1H-indazole ClC1=C2C(=NNC2=CC=C1)N1CC2(C1)CCC2(F)F